3-Oxo-2'-(2-phenylquinolin-7-yl)-5',6'-dihydro-4'H-spiro[cyclobutane-1,7'-pyrazolo[1,5-a]pyrimidine]-3'-carboxamide O=C1CC2(CCNC=3N2N=C(C3C(=O)N)C3=CC=C2C=CC(=NC2=C3)C3=CC=CC=C3)C1